FC1=C(C=CC=2CC(NC(C(N(C21)C)C(C)C)=O)CO)OC 10-fluoro-5-(hydroxymethyl)-2-isopropyl-9-methoxy-1-methyl-1,4,5,6-tetrahydro-1,4-benzodiazocin-3(2H)-one